ethyl 4-amino-1-methylimidazole-2-carboxylate NC=1N=C(N(C1)C)C(=O)OCC